tert-butyl (4-formyl-5-((4-methoxybenzyl)oxy)pyridin-3-yl)carbamate C(=O)C1=C(C=NC=C1OCC1=CC=C(C=C1)OC)NC(OC(C)(C)C)=O